(S)-3-(4-chloro-3-fluorophenyl)-4-(5-(3,5-dimethylisoxazol-4-yl)-1-((trans)-4-ethoxycyclohexyl)-1H-benzo[d]imidazol-2-yl)-1,3-oxazinane-2-one ClC1=C(C=C(C=C1)N1C(OCC[C@H]1C1=NC2=C(N1[C@@H]1CC[C@H](CC1)OCC)C=CC(=C2)C=2C(=NOC2C)C)=O)F